3-(benzyloxy)-4-(8-azabicyclo[3.2.1]oct-8-yl)-5-fluoroaniline C(C1=CC=CC=C1)OC=1C=C(N)C=C(C1N1C2CCCC1CC2)F